Br/C=1/C(=O)OC(\C1)=O bromomaleic anhydride